2-Amino-5-(3-aminopiperazin-1-yl)-2,3-dihydro-1,4-benzodioxine NC1COC2=C(O1)C=CC=C2N2CC(NCC2)N